(Z)-3,7-Dimethyl-2,6-octadienyl decanoate C(CCCCCCCCC)(=O)OC\C=C(/CCC=C(C)C)\C